3-ethyl-6,7-dimethylnonyl acetate C(C)(=O)OCCC(CCC(C(CC)C)C)CC